ClC1=C(C=CC=C1F)CC(=O)NC1=CC(=NC=C1)N(C(C)=O)C1=CC(=C(C=C1)S(=O)(=O)C)Cl N-{4-[2-(2-chloro-3-fluorophenyl)acetylamino]pyridin-2-yl}-N-[3-chloro-4-(methylsulfonyl)phenyl]acetamide